[7-(4-fluorophenyl)-3-(3-quinolin-8-yl-1H-pyrazolo[3,4-b]pyrazin-6-yl)-3-azabicyclo[4.1.0]heptan-7-yl]methanamine FC1=CC=C(C=C1)C1(C2CCN(CC12)C1=CN=C2C(=N1)NN=C2C=2C=CC=C1C=CC=NC21)CN